(9-phenyl-9H-carbazol-3-yl)boric acid C1(=CC=CC=C1)N1C2=CC=CC=C2C=2C=C(C=CC12)OB(O)O